DIBENZOTHIOPHENE-4-BORONIC ACID C1=CC=C(C=2SC3=C(C21)C=CC=C3)B(O)O